BrC1=C(C(=CC(=C1)F)F)C(C)(C)O 2-(2-bromo-4,6-difluorophenyl)propan-2-ol